C1(CCC1)C[C@H](C(=O)N1CC([C@@](CC1)(O)CN1C=C(C(=CC1=O)C1=CC=CC=C1)C(=O)N(C)C)(C)C)CO (((R)-1-((S)-3-cyclobutyl-2-(hydroxymethyl)propionyl)-4-hydroxy-3,3-dimethylpiperidin-4-yl)methyl)-N,N-dimethyl-6-oxo-4-phenyl-1,6-dihydropyridine-3-carboxamide